(E)-N-(2-methyl-sulfanylethyl)-3-(p-tolyl)-N-(2-pyridyl)prop-2-enamide CC(CN(C(\C=C\C1=CC=C(C=C1)C)=O)C1=NC=CC=C1)S